Cl.C1(CC1)OC1=C(C=CC=C1)[C@H](C(F)(F)F)N (R)-1-(2-cyclopropoxyphenyl)-2,2,2-trifluoroethanamine hydrochloride